CN(CCCOC1=CC=C(C(=N1)F)C1=CC=2C3=C(C=NC2C=C1F)N(C(N3C(C)C)=O)C)C 8-[6-[3-(dimethylamino)propoxy]-2-fluoro-3-pyridyl]-7-fluoro-1-isopropyl-3-methyl-imidazo[4,5-c]quinolin-2-one